BrC=1C(=C2C(=NC1)NC=C2C(=O)N(C)CC)Cl 5-bromo-4-chloro-N-ethyl-N-methyl-1H-pyrrolo[2,3-b]pyridine-3-carboxamide